o-trifluoromethyl-cinnamamide FC(C1=C(C=CC(=O)N)C=CC=C1)(F)F